3-[4-(trifluoromethyl)phenyl]prop-2-enamide FC(C1=CC=C(C=C1)C=CC(=O)N)(F)F